C(C)(=O)NC1=CC2=C(S1)CCC2 2-Acetylamino-5,6-dihydro-4H-cyclopenta[b]thiophen